N1(CCCCC1)C1CCN(CC1)C1=NN(C(C2=CC=CC=C12)C#N)C(C)=O 4-([1,4'-Bipiperidin]-1'-yl)-2-acetyl-1,2-dihydro-phthalazine-1-carbonitrile